NNCC(=O)[O-] aminoglycinate